N,N-di(tert-butoxycarbonyl)-4-(methylsulfonyl)-2-(trifluoromethoxy)aniline C(C)(C)(C)OC(=O)N(C1=C(C=C(C=C1)S(=O)(=O)C)OC(F)(F)F)C(=O)OC(C)(C)C